2-methyl-3-phenyl-8-methoxyisoquinoline trifluoromethanesulfonate FC(S(=O)(=O)O)(F)F.CN1CC2=C(C=CC=C2C=C1C1=CC=CC=C1)OC